4-chloro-2',3',4',5',6,6'-hexafluoro-[1,1'-biphenyl]-3-ol ClC1=C(C=C(C(=C1)F)C1=C(C(=C(C(=C1F)F)F)F)F)O